FC1=C(C=C(C=C1)CN1C[C@H](CC1)NC(=O)C1=CN=C2N1N=C(C=C2)N2[C@H](CCC2)C2=CC(=CC(=C2)SC)F)O N-[(3S)-1-[(4-fluoro-3-hydroxyphenyl)methyl]pyrrolidin-3-yl]-6-[(2R)-2-[3-fluoro-5-(methylsulfanyl)phenyl]pyrrolidin-1-yl]imidazo[1,2-b]pyridazine-3-carboxamide